C(CCC=CCCCCCC=C)O dodec-4,11-dien-1-ol